C(C)OC(=O)C1=CN(C2=C3C(=CC=C2C1=O)CC(C3)CNCCC3CN(C(O3)=O)C=3C=CC=1OCC(NC1N3)=O)CC 1-Ethyl-4-oxo-8-[[2-[2-oxo-3-(3-oxo-4H-pyrido[3,2-b][1,4]oxazin-6-yl)-1,3-oxazolidin-5-yl]ethylamino]methyl]-8,9-dihydro-7H-cyclopenta[H]quinoline-3-carboxylic acid ethyl ester